(2S,3S,4R,5R)-5-(2-(5-chloropyridin-3-yl)-6-((thiophen-2-ylmethyl)amino)-9H-purin-9-yl)-3,4-Dihydroxy-N-(methyl-d3)tetrahydrofuran-2-carboxamide ClC=1C=C(C=NC1)C1=NC(=C2N=CN(C2=N1)[C@H]1[C@@H]([C@@H]([C@H](O1)C(=O)NC([2H])([2H])[2H])O)O)NCC=1SC=CC1